((1R,5R)-6-(7-(5-chloroisoquinolin-4-yl)-2-((tetrahydro-1H-pyrrolizin-7a(5H)-yl)methoxy)quinazolin-4-yl)-2,6-diazabicyclo[3.2.0]hept-2-yl)prop-2-en-1-one ClC1=C2C(=CN=CC2=CC=C1)C1=CC=C2C(=NC(=NC2=C1)OCC12CCCN2CCC1)N1[C@@H]2CCN([C@@H]2C1)C(C=C)=O